3-[(2-chloro-6-fluorophenyl)methyl]-4-ethyl-4,5-dihydro-1,2,4-oxadiazol-5-one ClC1=C(C(=CC=C1)F)CC1=NOC(N1CC)=O